5-(8-pyrrolidin-1-ylimidazo[1,2-b]pyridazin-6-yl)-1H-pyrimidine-2,4-dione N1(CCCC1)C=1C=2N(N=C(C1)C=1C(NC(NC1)=O)=O)C=CN2